C12(CC(C1)C2)C(=O)NS(=O)(=O)C2=CC=C(O2)C(=O)NC2CC1(C2)CC(C1)C=1OC2=C(N1)C=C(C=C2)Cl (Ra)-5-(bicyclo[1.1.1]pentane-1-carbonylsulfamoyl)-N-[6-(5-chloro-1,3-benzoxazol-2-yl)spiro[3.3]heptan-2-yl]furan-2-carboxamide